C(C)OC(=O)C1=C(C2=C(N(C(N(C2=O)C(C(=O)O)(C)C)=O)C[C@H](C2=CC=CC=C2)O)S1)C 2-[6-(ethoxycarbonyl)-1-[(2S)-2-hydroxy-2-phenylethyl]-5-methyl-2,4-dioxo-1H,2H,3H,4H-thieno[2,3-d]pyrimidin-3-yl]-2-methylpropionic acid